ClC=1C=C(C=C2C=C(N=CC12)NC(=O)[C@H]1[C@H](C1)F)C=1C(=NC(=NC1)C(=O)NC)C |r| (±)-5-[8-chloro-3-[(cis-2-fluorocyclopropanecarbonyl)amino]-6-isoquinolyl]-N,4-dimethyl-pyrimidine-2-carboxamide